methyl 2-(2-{8-[(2,5-difluoro-4-methylphenyl)methyl]imidazo[1,2-a]pyrazin-6-yl}-6-hydroxypyrimidin-4-yl)acetate FC1=C(C=C(C(=C1)C)F)CC=1C=2N(C=C(N1)C1=NC(=CC(=N1)CC(=O)OC)O)C=CN2